1,1-dichloro-3,3-diethyl-1,3-disilacyclobutane Cl[Si]1(C[Si](C1)(CC)CC)Cl